N-(2-fluoro-5-(5-(furan-2-yl)-1,3,4-oxadiazol-2-yl)phenyl)-2-methoxy-5-(trifluoromethoxy)benzamide FC1=C(C=C(C=C1)C=1OC(=NN1)C=1OC=CC1)NC(C1=C(C=CC(=C1)OC(F)(F)F)OC)=O